C(C)OCC1(CCN(CC1)CC1=CC=C(C=C1)NC(CC)=O)CCC1=CC=CC=C1 N-(4-((4-(ethoxymethyl)-4-phenethyl-piperidin-1-yl)methyl)phenyl)propionamide